NCC[Na] 2-aminoethyl-sodium